12-oxododecanoic acid O=CCCCCCCCCCCC(=O)O